COCC1C(OCC1)=O (methoxymethyl)oxolan-2-one